COC=1C=C2CCN(C(C2=C(C1)OCCC(=C)C)=O)C(C)C1=CC=CC=C1 6-methoxy-8-isopentenyloxy-2-(1-phenylethyl)-3,4-dihydroisoquinolin-1(2H)-one